3-((2-(2-methyl-5-nitro-1H-imidazol-1-yl)ethyl)amino)-3-oxopropanoic acid CC=1N(C(=CN1)[N+](=O)[O-])CCNC(CC(=O)O)=O